1-(1-(Trifluoromethyl)cyclopropyl)ethan-1-one FC(C1(CC1)C(C)=O)(F)F